OC1CC(C1)OS(=O)(=O)C1=CC=C(C=C1)C 4-methylbenzenesulfonic acid (1s,3s)-3-hydroxycyclobutyl ester